C(#N)CC(N1N=CC(=C1)C=1C2=C(N=CN1)NC=C2)C=2C=C(C=CC2)S(=O)(=O)CC2=CC=C(C#N)C=C2 4-{[(3-{2-cyano-1-[4-(7H-pyrrolo[2,3-d]pyrimidin-4-yl)-1H-pyrazol-1-yl]ethyl}phenyl)-sulfonyl]methyl}benzonitrile